FC(C)(F)C1=NC=CC(=C1)C(=O)NC1=CC(=C(C=C1)C)B1OC(C(O1)(C)C)(C)C 2-(1,1-difluoroethyl)-N-[4-methyl-3-(4,4,5,5-tetramethyl-1,3,2-dioxaborolan-2-yl)phenyl]pyridine-4-carboxamide